biphenyl-4-yl-(4-dibenzofuran-4-yl-phenyl)-[4-(9,9-diphenyl-9H-fluoren-4-yl)-phenyl]-amine C1(=CC=C(C=C1)N(C1=CC=C(C=C1)C1=CC=CC=2C(C3=CC=CC=C3C12)(C1=CC=CC=C1)C1=CC=CC=C1)C1=CC=C(C=C1)C1=CC=CC2=C1OC1=C2C=CC=C1)C1=CC=CC=C1